ClC=1C(=C(C2=CC=CC=C2C1)C1=C2C=NN(C2=CC=C1C)C1OCCCC1)C#N 3-chloro-1-(5-methyl-1-(tetrahydro-2H-pyran-2-yl)-1H-indazol-4-yl)-2-naphthonitrile